1-methyl-2-phenyl-1H-benzo[g]indazole-3,4,5(2H)-trione CN1N(C(C=2C(C(C3=C(C12)C=CC=C3)=O)=O)=O)C3=CC=CC=C3